(2-fluoro-5-(2-(trifluoromethyl)pyrimidin-5-yl)phenyl)methylamine FC1=C(C=C(C=C1)C=1C=NC(=NC1)C(F)(F)F)CN